CN(C1=NC(=CC=C1[N+](=O)[O-])OCC#C)CC1=CN=C(S1)C N-methyl-N-((2-methylthiazol-5-yl)methyl)-6-propargyloxy-3-nitropyridin-2-amine